C1(CC1)CNCC1=CC=C(C=C1)C#C 1-cyclopropyl-N-(4-ethynylbenzyl)methylamine